OC(CCCCl)O dihydroxybutylchloride